O(C1=CC=C(C(=O)Cl)C=C1)C1=CC=C(C(=O)Cl)C=C1 4,4'-oxybisbenzoyl chloride